P(O)(O)OC(C(C(OP(O)O)(CCCCCCCCCCCCC)C1=CC=CC=C1)(C(OP(O)O)(CCCCCCCCCCCCC)C1=CC=CC=C1)C(OP(O)O)(CCCCCCCCCCCCC)C1=CC=CC=C1)(CCCCCCCCCCCCC)C1=CC=CC=C1 tetraphenyltetrakis(tridecyl)pentaerythritol tetraphosphite